C(C1=CC=CC=C1)N1CC(CC1)N1C=CC2=CC(=CC=C12)OC 1-(1-benzyl-pyrrolidin-3-yl)-5-methoxy-1H-indole